NC1=CC(=C(C=C1)N1C[C@H](CC1)NC(OC(C)(C)C)=O)CS(=O)(=O)C tert-butyl (S)-(1-(4-amino-2-((methylsulfonyl)methyl)phenyl)pyrrolidin-3-yl)carbamate